1,4,4a,5,8,8a-hexahydro-1,4:5,8-dimethanonaphthalene C12C=CC(C3C4C=CC(C13)C4)C2